1-Bromo-2-(ethoxymethoxy)-4-(3-(ethoxymethoxy)prop-1-yn-1-yl)benzene BrC1=C(C=C(C=C1)C#CCOCOCC)OCOCC